7-(sec-butoxy)-2-(1-methyl-2-oxabicyclo[2.1.1]hex-4-yl)imidazo[1,2-a]pyrimidine-6-carboxylic acid C(C)(CC)OC1=NC=2N(C=C1C(=O)O)C=C(N2)C21COC(C2)(C1)C